tert-Butyl 2-(3-acetyl-5-(1H-thieno[3,2-c]pyrazol-3-yl)-1H-indazol-1-yl)acetate C(C)(=O)C1=NN(C2=CC=C(C=C12)C=1C2=C(NN1)C=CS2)CC(=O)OC(C)(C)C